2-(2-methoxyethyl)-1H-imidazolo[4,5-d]thiophene COCCC1=NC2=C(C=CS2)N1